FC1=CC(=C(C(=O)NC2=C(C=C(C(=C2)C=2C=NC(=NC2)N2[C@@H](COCC2)C)F)N2C[C@@H](N(CC2)C)C)C=C1)C(F)(F)F 4-fluoro-N-[4-fluoro-2-[(3S)-3,4-dimethylpiperazin-1-yl]-5-[2-[(3R)-3-methylmorpholin-4-yl]pyrimidin-5-yl]phenyl]-2-(trifluoromethyl)benzamide